2-(4-fluoro-2-methylphenoxy)-N-(2-oxo-1,2-dihydropyridin-4-yl)-4-(trifluoromethyl)-5-vinylbenzamide FC1=CC(=C(OC2=C(C(=O)NC3=CC(NC=C3)=O)C=C(C(=C2)C(F)(F)F)C=C)C=C1)C